2-bromo-4-methyl-1,3-oxazole BrC=1OC=C(N1)C